COC1=CC(=CC2=C1OCCO2)N2N=C(C=C(C2=O)C(=O)C2C(CCCC2=O)=O)C 2-(2-(8-methoxy-2,3-dihydrobenzo[b][1,4]dioxin-6-yl)-6-methyl-3-oxo-2,3-dihydropyridazine-4-carbonyl)cyclohexane-1,3-dione